Glutathione Metabisulfite S(=O)(=O)(O)S(=O)O.N[C@H](C(=O)O)CCC(=O)N[C@@H](CS)C(=O)NCC(=O)O